ClC1=CC=C2C(=NC=3N(C2=C1)C=NN3)N(C=3C=C(C=CC3)C3=CC=C(C=C3)S(=O)(=O)N(C)C)C 3'-((8-chloro-[1,2,4]triazolo[4,3-a]quinazolin-5-yl)(methyl)amino)-N,N-dimethyl-[1,1'-biphenyl]-4-sulfonamide